C1(=C(C=CC=C1C)C)OP(=O)(OC1=C(C=CC=C1C)C)O.CC1=CC=CC=C1 toluene di-2,6-xylenyl-phosphate